BrC=1C=C2C(N(C(=NC2=C(C1)C)C(CCC)N1CCN(CCC1)CC)CC)=O 6-bromo-3-ethyl-2-(1-(4-ethyl-1,4-diazepan-1-yl)butyl)-8-methylquinazolin-4(3H)-one